CC(COC(C)CO)O Dipropylenglycol